C1=NC=C(C2=C1CCC2)N 6,7-dihydro-5H-cyclopenta[c]pyridin-4-amine